C[C@@H]1[C@@H](OCC1)C(=O)O (+)-cis-3-methyltetrahydrofuran-2-carboxylic acid